(1S,3S)-3-((2-(5-(((4-Ethoxypyrimidin-2-yl)amino)methyl)-1-methyl-1H-pyrazol-4-yl)-4-ethylpyrimidin-5-yl)oxy)cyclohexan C(C)OC1=NC(=NC=C1)NCC1=C(C=NN1C)C1=NC=C(C(=N1)CC)OC1CCCCC1